FC(C1=CC=C2CC(N(C(C2=C1)=O)C1=CN=CC2=CC=CC=C12)=O)(F)F 7-(trifluoromethyl)-1H-[2,4'-biisoquinoline]-1,3(4H)-dione